(5-(2,5-difluorophenyl)-4,5-dihydro-1H-pyrrol-1-yl)(hexahydrocyclopenta[c]pyrrol-5-yl)methanone trifluoroacetate FC(C(=O)O)(F)F.FC1=C(C=C(C=C1)F)C1CC=CN1C(=O)C1CC2C(CNC2)=C1